(S)-ethyl 8-(2-amino-6-((R)-1-(5-chloro-3'-methyl-4'-(trifluoromethoxy)-[1,1'-biphenyl]-2-yl)-2,2,2-trifluoroethoxy)pyrimidin-4-yl)-2,8-diazaspiro[4.5]decane-3-carboxylate NC1=NC(=CC(=N1)N1CCC2(C[C@H](NC2)C(=O)OCC)CC1)O[C@@H](C(F)(F)F)C1=C(C=C(C=C1)Cl)C1=CC(=C(C=C1)OC(F)(F)F)C